dodec-11-yn-1-ol C(CCCCCCCCCC#C)O